N1=CC(=CC=C1)NC(=O)C=1C=CC(=C2C=CC=NC12)N[C@@H]1CN(CC1)CC(N1[C@@H](CCC1)C#N)=O N-(3-Pyridyl)-5-[[(3S)-1-[2-oxo-2-[(2S)-2-cyanopyrrolidin-1-yl]ethyl]pyrrolidin-3-yl]amino]chinolin-8-carboxamid